2-(4-nitro-1,3-dioxoisoindol-2-yl)acetyl chloride [N+](=O)([O-])C1=C2C(N(C(C2=CC=C1)=O)CC(=O)Cl)=O